C(#N)C=1C=CC(=C2C=CC(NC12)=O)F 8-cyano-5-fluoroquinolinone